ammonium potassium oxalate C(C(=O)[O-])(=O)[O-].[K+].[NH4+]